FC(C=1C=C(COCC(=O)NC(=O)OCC)C=CC1)(F)F N-((3-(trifluoromethyl)benzyl)oxy)acetylurethane